FC=1C=CC=C2C=CCN(C12)C(CC(=C)C)CC=1C=NC=CC1 8-fluoro-N-[3-methyl-1-(3-pyridylmethyl)but-3-enyl]Quinoline